1-(4-formylphenyl)-5-methyl-1H-pyrazole-3-carbonitrile C(=O)C1=CC=C(C=C1)N1N=C(C=C1C)C#N